(4-((4-aminophenyl)amino)-2-methyl-3,4-dihydroquinolin-1(2H)-yl)propan-1-one NC1=CC=C(C=C1)NC1CC(N(C2=CC=CC=C12)C(CC)=O)C